1-fluoro-3-(trifluoromethoxy)benzene FC1=CC(=CC=C1)OC(F)(F)F